(benzo[d]thiazol-6-yl)-4-methyl-N-(4-((4-methylpiperazin-1-yl)methyl)-3-(trifluoromethyl)phenyl)benzamide S1C=NC2=C1C=C(C=C2)C2=C(C(=O)NC1=CC(=C(C=C1)CN1CCN(CC1)C)C(F)(F)F)C=CC(=C2)C